ClC1=CC=C(N=N1)CN1C(C(N(CC1)C1CC(C1)C1=CC=CC=C1)=O)=O 1-((6-chloropyridazin-3-yl)methyl)-4-(3-phenylcyclobutyl)piperazine-2,3-dione